N-[4-[Chloro(difluoro)methoxy]phenyl]-1-(2-methyl-3-pyridyl)-6-oxo-pyridine-3-carboxamide ClC(OC1=CC=C(C=C1)NC(=O)C1=CN(C(C=C1)=O)C=1C(=NC=CC1)C)(F)F